(Z)-hex-3-en-1-yldec-9-enoate C(C\C=C/CC)OC(CCCCCCCC=C)=O